ethyl 2-((1-methyl-4-oxo-2-(trifluoromethyl)-1,4-dihydroquinolin-7-yl) oxy)-1,3-thiazole-5-carboxylate CN1C(=CC(C2=CC=C(C=C12)OC=1SC(=CN1)C(=O)OCC)=O)C(F)(F)F